octahydro-6H-3,6-methanopyrrolo[3,2-c]pyridine-6-carboxamide N1CC2C3CNC(CC31)(C2)C(=O)N